6-(1-(3,4-dihydro-2H-benzo[b][1,4]oxazin-6-yl)-3-nitro-1H-pyrazol-4-yl)-3,4-dihydroisoquinolin-1(2H)-one O1C2=C(NCC1)C=C(C=C2)N2N=C(C(=C2)C=2C=C1CCNC(C1=CC2)=O)[N+](=O)[O-]